COC1=CC=CC(=N1)C=1OC2=C(C=C(C=C2C(C1)=O)C)C(C)NC1=C(C(=O)O)C=CC=C1 2-[1-[2-(6-Methoxy-2-pyridyl)-6-methyl-4-oxo-chromen-8-yl]ethylamino]benzoic acid